N-(7-chloro-6R-(spiro[2.2]pentan-1-yl)isoquinolin-3-yl)-2-ethyl-3-(1-methyl-1H-pyrazol-4-yl)cyclopropane-1-carboxamide ClC1=C(C=C2C=C(N=CC2=C1)NC(=O)C1C(C1C=1C=NN(C1)C)CC)[C@@H]1CC12CC2